4-Methoxy-N-((S)-4-methyl-1-(2-((E)-3-(methylsulfonyl)acryloyl)-2-(((S)-2-oxopyrrolidin-3-yl)methyl)hydrazineyl)-1-oxopentan-2-yl)-1H-indole-2-carboxamide COC1=C2C=C(NC2=CC=C1)C(=O)N[C@H](C(=O)NN(C[C@H]1C(NCC1)=O)C(\C=C\S(=O)(=O)C)=O)CC(C)C